((1R,3R)-3-((tert-butoxycarbonyl)(methyl)amino)-1-hydroxy-4-methylpentyl)thiazole-4-carboxylic acid C(C)(C)(C)OC(=O)N([C@H](C[C@@H](O)C=1SC=C(N1)C(=O)O)C(C)C)C